N1(N=CC=C1)CC1=C2CCCOC2=C2C(=NOC2=C1)NS(=O)(=O)C1=C(C=CC=C1)OC N-(5-((1H-pyrazol-1-yl)methyl)-3,4-dihydro-2H-chromeno[8,7-d]isoxazol-9-yl)-2-methoxybenzenesulfonamide